FC=1C(=C2C(=NN(C2=CC1)COCC[Si](C)(C)C)CCN(C)C)OC 2-(5-fluoro-4-methoxy-1-((2-(trimethylsilyl)ethoxy)methyl)-1H-indazol-3-yl)-N,N-dimethylethan-1-amine